5-((4-(4-heptyl-cyclohexyl)phenoxy)methyl)benzene-1,3-diamine C(CCCCCC)C1CCC(CC1)C1=CC=C(OCC=2C=C(C=C(C2)N)N)C=C1